lanthanum strontium chromite manganite [Mn](=O)([O-])[O-].[Cr](=O)([O-])[O-].[Sr+2].[La+3]